C(CC)SC1=NC=CC=C1C1=CC=C(C=C1)CCCC#N 4-[4-(2-propylsulfanyl-3-pyridyl)phenyl]butanenitrile